CC1=NC(=NN1C1=CC=C(C=C1)CC1=CC=C(C=C1)C1=CC=C(C=C1)OC1CN(CC1)C)C(=O)N 5-methyl-1-(4-((4'-((1-methylpyrrolidin-3-yl)oxy)-[1,1'-biphenyl]-4-yl)methyl)phenyl)-1H-1,2,4-triazole-3-carboxamide